ClC=1C(=C(C=C(C1)C#N)NS(=O)(=O)C=1C=C(C(=O)O)C=CC1C1CC1)OC1CCCC1 3-(N-(3-chloro-5-cyano-2-(cyclopentyloxy)phenyl)sulfamoyl)-4-cyclopropylbenzoic acid